OCC=1C=C(N(N1)C)C#N 5-(hydroxymethyl)-2-methylpyrazole-3-carbonitrile